ClC=1C=C(CN2CC(C2)(O)C)C=CC1N1C=NC(=C1)C1=NC(=NC=C1C(F)(F)F)NC1CCN(CC1)S(=O)(=O)C 1-(3-Chloro-4-(4-(2-((1-(methylsulfonyl)-piperidin-4-yl)amino)-5-(trifluoromethyl)-pyrimidin-4-yl)-1H-imidazol-1-yl)benzyl)-3-methylazetidin-3-ol